C(C)(CC)C1C(NC2=C(CN1C(=O)N1CC(C1)C(=O)O)C=CC=C2)=O 1-(3-(sec-butyl)-2-oxo-2,3,4,5-tetrahydro-1H-benzo[1,4]diazepine-4-carbonyl)azetidine-3-carboxylic acid